FC12C(CN(CC1)CC2)C#N rac-(1r,4r)-4-fluoroquinuclidine-3-carbonitrile